methyl 2-[1-(3-chloro-4-fluorophenyl)-1H-pyrazol-3-yl]acetate ClC=1C=C(C=CC1F)N1N=C(C=C1)CC(=O)OC